N,4-dimethylmorpholine-2-carboxamide CNC(=O)C1CN(CCO1)C